4-amino-3-(2H3)methoxy-N-methylbenzamide NC1=C(C=C(C(=O)NC)C=C1)OC([2H])([2H])[2H]